OCCOCCN1C=NC(=C1)C(=O)OC Methyl 1-(2-(2-hydroxyethoxy)ethyl)-1H-imidazole-4-carboxylate